CN(C)CC1=C(C=CC(=N1)NC=1C2=C(C(=NC1)C1=C3C(=NC=C1)N(C=C3)C)CNC2=O)N2C[C@H](OCC2)COC (S)-7-((6-((dimethylamino)-methyl)-5-(2-(methoxymeth-yl)morpholino)pyridin-2-yl)amino)-4-(1-methyl-1H-pyrrolo[2,3-b]pyridin-4-yl)-2,3-dihydro-1H-pyrrolo[3,4-c]pyridin-1-one